[N+](=O)([O-])C=1C=C(C(=NC1)O)C(F)(F)F 5-nitro-3-trifluoromethyl-2-hydroxypyridine